6-(2-(3'-chloro-[1,1'-biphenyl]-3-yl)acetyl)-2-(1-(3-(prop-1-en-2-yl)phenyl)cyclopropyl)-5,6,7,8-tetrahydropyrido[4,3-d]pyrimidin-4(3H)-one ClC=1C=C(C=CC1)C1=CC(=CC=C1)CC(=O)N1CC2=C(N=C(NC2=O)C2(CC2)C2=CC(=CC=C2)C(=C)C)CC1